2,4-dimethyl-1H-imidazol CC=1NC=C(N1)C